4-n-Butyl-benzaldehyde CCCCC1=CC=C(C=C1)C=O